3-(3,5-dimethylisoxazol-4-yl)benzaldehyde CC1=NOC(=C1C=1C=C(C=O)C=CC1)C